1-(anthracene-9-yl)-7-chlorodibenzofuran C1=CC=CC2=CC3=CC=CC=C3C(=C12)C1=CC=CC=2OC3=C(C21)C=CC(=C3)Cl